ethyl 2-(4-(2-ethyl-3-((4-(4-fluorophenyl)thiazol-2-yl)(methyl)amino) imidazo[1,2-a]pyridin-6-yl)piperazin-1-yl)acetate C(C)C=1N=C2N(C=C(C=C2)N2CCN(CC2)CC(=O)OCC)C1N(C)C=1SC=C(N1)C1=CC=C(C=C1)F